1-bromo-2,3-difluoro-4-nitro-benzene BrC1=C(C(=C(C=C1)[N+](=O)[O-])F)F